(R)-((3-hydroxytetrahydrofuran-3-yl) methyl) carbamate C(N)(OC[C@@]1(COCC1)O)=O